ClC1=CC=C(C=N1)CC1C(NC2CC12)=O endo-4-((6-chloropyridin-3-yl)methyl)-2-azabicyclo[3.1.0]hexan-3-one